5-(2-Cyclopropyl-7H-pyrrolo[2,3-d]pyrimidin-5-yl)-N-(2,2-difluoroethyl)pyrazolo[1,5-a]pyridine-3-carboxamide C1(CC1)C=1N=CC2=C(N1)NC=C2C2=CC=1N(C=C2)N=CC1C(=O)NCC(F)F